CC1(C2C=CC(C1)C2)C2=CC=C(C=C2)O 2-methyl-2-(4-hydroxyphenyl)bicyclo[2.2.1]Hept-5-ene